BrC=1C=C(C2=C(N(C(=N2)CCl)C(CO)(C)C)C1)F 2-[6-bromo-2-(chloromethyl)-4-fluoro-1H-benzoimidazol-1-yl]-2-methylpropan-1-ol